2,3-dioxo-1,4-dihydroquinoxaline-6-sulfonamide O=C1NC2=CC=C(C=C2NC1=O)S(=O)(=O)N